CC1(CCC=2C(\C(\C3=CC=CC=C3C2C1)=N/[C@H](C(=O)O)CC1=CC=CC2=CC=CC=C12)=O)C (2S)-2-{[(9Z)-3,3-dimethyl-10-oxo-1,2,3,4,9,10-hexahydrophenanthren-9-ylidene]amino}-3-(naphthalen-1-yl)propionic acid